ClC1=C(C(=C(C(=C1OC(CCCCCCCCCCC)=O)Cl)Cl)Cl)Cl lauric pentachlorophenyl ester